7-(2-((5-(5H-pyrido[4,3-b]indol-7-yl)pyridin-2-yl)oxy)acetamido)-N-((10-(3-((4-(trifluoromethoxy)phenyl)sulfonamido)propyl)-10H-phenoxazin-3-yl)methyl)heptanamide C1=NC=CC=2NC=3C=C(C=CC3C21)C=2C=CC(=NC2)OCC(=O)NCCCCCCC(=O)NCC=2C=CC=1N(C3=CC=CC=C3OC1C2)CCCNS(=O)(=O)C2=CC=C(C=C2)OC(F)(F)F